tert-butyl 4-[6-chloro-7-(4,4,5,5-tetramethyl-1,3,2-dioxaborolan-2-yl)quinazolin-4-yl]piperazine-1-carboxylate ClC=1C=C2C(=NC=NC2=CC1B1OC(C(O1)(C)C)(C)C)N1CCN(CC1)C(=O)OC(C)(C)C